2-oxazainide O1[N-]C=CC=C1